C(C1=CC=CC=C1)OC(=O)N1C[C@H](C[C@@H](C1)F)C(=O)O trans-1-((benzyloxy)carbonyl)-5-fluoropiperidine-3-carboxylic acid